C(C)(C)(C)C1=C(C2=C(C3=CC=CC=C3C(=C2C=C1)C1=CC2=CC=CC=C2C=C1)C1=CC2=CC=CC=C2C=C1)C(C)(C)C di-t-butyl-9,10-bis(2-naphthyl)anthracene